tert-butyl (S)-4-(((S)-1-methoxy-3-methyl-1-oxobutan-2-yl) (methyl) carbamoyl)-2-methylpiperazine-1-carboxylate COC([C@H](C(C)C)N(C(=O)N1C[C@@H](N(CC1)C(=O)OC(C)(C)C)C)C)=O